C(C=C)OC=1C=C(/C=C/N2C(=CC(C=C2C)=O)C)C=CC1OC (E)-1-(3-allyloxy-4-methoxy-styryl)-2,6-dimethylpyridin-4(1H)-one